C(C)N(CC)CC1=CC(=C(C=C1)C1=NN2C(OCCC2)=C1C(=O)OCC1=CC=CC=C1)F Benzyl 2-[4-(diethylaminometh-yl)-2-fluorophenyl]-6,7-dihydro-5H-pyrazolo[5,1-b][1,3]oxazine-3-carboxylate